7-((1r,4r)-4-(aminomethyl)-cyclohexyl)-N-(6-methoxy-2-methyl-1,2,3,4-tetrahydroisoquinolin-7-yl)quinazolin-2-amine NCC1CCC(CC1)C1=CC=C2C=NC(=NC2=C1)NC1=C(C=C2CCN(CC2=C1)C)OC